2-cyclopropyl-3-(tetrahydro-2H-pyran-4-yloxy)aniline C1(CC1)C1=C(N)C=CC=C1OC1CCOCC1